N-[4-[6-amino-5-[(4-methylpiperazin-1-yl)methyl]pyrimidin-4-yl]oxy-3-fluoro-phenyl]-1-phenyl-5-(Trifluoromethyl)pyrazole-4-carboxamide NC1=C(C(=NC=N1)OC1=C(C=C(C=C1)NC(=O)C=1C=NN(C1C(F)(F)F)C1=CC=CC=C1)F)CN1CCN(CC1)C